2-methyl-3-(methylsulfonylmethyl)azetidine CC1NCC1CS(=O)(=O)C